1-(2-(phthalimido)ethyl)piperazine C1(C=2C(C(N1CCN1CCNCC1)=O)=CC=CC2)=O